2,5-dibromo-3-thiophenecarbonyl chloride BrC=1SC(=CC1C(=O)Cl)Br